5-chloro-2-(2-((2-(2-methyl-1H-imidazol-1-yl)pyridin-4-yl)oxy)ethoxy)benzonitrile ClC=1C=CC(=C(C#N)C1)OCCOC1=CC(=NC=C1)N1C(=NC=C1)C